D-mannofuranose OC1[C@@H](O)[C@@H](O)[C@H](O1)[C@H](O)CO